(R,E)-4-methyl-N-((5-(3-(trifluoromethoxy)phenyl)thiophen-2-yl)methylene)benzenesulfinamide dibromocarbazolebenzoate BrC=1C(=C(C=2NC3=CC=CC=C3C2C1)C1=CC=CC=C1C(=O)O)Br.CC1=CC=C(C=C1)[S@@](=O)/N=C/C=1SC(=CC1)C1=CC(=CC=C1)OC(F)(F)F